N(=[N+]=[N-])C(C)C=1N=C2N(C=CC=C2)C1 (1-azidoethyl)imidazo[1,2-a]pyridine